P(=O)(OCO[C@H](CN(C)C)COC1=C(C=CC=C1)CCC1=CC(=CC=C1)OC)([O-])F ((((R)-1-(dimethylamino)-3-(2-(3-methoxyphenethyl) phenoxy) propan-2-yl) oxy) methyl) (R)-fluorophosphate